5-(4-bromophenyl)pyrido[3,2-B]indole BrC1=CC=C(C=C1)N1C2=C(C=3C=CC=CC13)N=CC=C2